5-(3-hydroxy-5-methylphenyl)nicotinaldehyde OC=1C=C(C=C(C1)C)C=1C=NC=C(C=O)C1